(4R)-4-(3-chloro-2-fluorophenyl)-5-fluoro-6-({1-[(1S,2S)-2-fluorocyclopropane-1-carbonyl]azetidin-3-yl}amino)-2-(3-fluoropyridin-2-yl)-4-methyl-3,4-dihydro-2,7-naphthyridin-1(2H)-one ClC=1C(=C(C=CC1)[C@]1(CN(C(C2=CN=C(C(=C12)F)NC1CN(C1)C(=O)[C@H]1[C@H](C1)F)=O)C1=NC=CC=C1F)C)F